ClC=1C(=C(C=CC1F)[C@H](NC(=O)[C@H]1NC(NC1)=O)[C@@H]1OC[C@H](CC1)C(F)(F)F)F (S)-N-((S)-(3-chloro-2,4-difluorophenyl)((trans)-5-(trifluoromethyl)tetrahydro-2H-pyran-2-yl)methyl)-2-oxoimidazolidine-4-carboxamide